2,3,5-trichloro-p-phenylenediamine ClC1=C(C=C(C(=C1Cl)N)Cl)N